C(CCCCCCCCC)OC1=C(C=CC(=C1)CCCCCCCCCCCCCCC)CO (2-(Decyloxy)-4-pentadecylphenyl)methanol